ClC=1C=C2C(=CNC2=CC1)NC1=NC2=C(N1N(C)C)C=C(C=C2)C(F)(F)F N2-(5-Chloro-1H-indol-3-yl)-N1,N1-dimethyl-6-(trifluoromethyl)-1H-benzo[d]imidazole-1,2-diamine